diethylpropan-1-amine C(C)C(CC)(N)CC